BrC=1C=C2C(=CNC(C2=CN1)=O)Cl 6-bromo-4-chloro-2,7-naphthyridin-1(2H)-one